N1C(=NC2=C1C=CC=C2)CC=2OC(=NN2)C=2C=NC=CC2 2-((1H-benzo[d]imidazol-2-yl)methyl)-5-(pyridin-3-yl)-1,3,4-oxadiazole